ClC=1C=C(C=CC1)C(=O)N1CCC(CC1)CCCCNC(=O)C1=CC=2C(=CN=CC2)S1 N-(4-{1-[(3-chlorophenyl)carbonyl]piperidin-4-yl}butyl)thieno[2,3-c]pyridine-2-carboxamide